methyl 2-fluoro-5-formyl-4-hydroxybenzoate FC1=C(C(=O)OC)C=C(C(=C1)O)C=O